C1(CC1)COC=1C=C(C=CC1OC(F)F)C1C[C@@H](N(C1)C(C(F)F)=O)C(=O)NCC=1C(=NC=CC1)C(=O)N(C)C (((2R)-4-(3-(cyclopropylmethoxy)-4-(difluoromethoxy)phenyl)-1-(2,2-difluoroacetyl)pyrrolidine-2-carboxamido)methyl)-N,N-dimethylpyridineamide